3-(5-(9-benzhydryl-3,9-diazaspiro[5.5]undecane-3-carbonyl)-1-oxoisoindolin-2-yl)piperidine-2,6-dione C(C1=CC=CC=C1)(C1=CC=CC=C1)N1CCC2(CCN(CC2)C(=O)C=2C=C3CN(C(C3=CC2)=O)C2C(NC(CC2)=O)=O)CC1